FC1=CC(=CC2=C1OCO2)C=2C=C1C(=NC2)N(N=C1NC(=O)C1C(C1)(C)C)CCC(C)(C)O N-(5-(7-fluorobenzo[d][1,3]dioxol-5-yl)-1-(3-hydroxy-3-methylbutyl)-1H-pyrazolo[3,4-b]pyridin-3-yl)-2,2-dimethylcyclopropane-1-carboxamide